COC(C(C)N1CC(N(CC1)S(=O)(=O)C)C)=O (3-methyl-4-(methylsulfonyl)piperazine-1-Yl)propionic acid methyl ester